1-chloro-5,7-difluoro-8-methoxyisoquinoline ClC1=NC=CC2=C(C=C(C(=C12)OC)F)F